N[C@@H]1[C@@H](OCC12CCN(CC2)C=2N=CC(=NC2)SC2=C(C=1N(C=C2)C=C(N1)C(=O)O)Cl)C 7-((5-((3S,4S)-4-amino-3-methyl-2-oxa-8-azaspiro[4.5]decan-8-yl)pyrazin-2-yl)thio)-8-chloroimidazo[1,2-a]pyridine-2-carboxylic acid